(3S,4R,5R,6S)-1-{(5S)-5-fluoro-6-[(4-methylbenzyl)oxy]hexyl}-3,4,5,6-azepanetetrol F[C@@H](CCCCN1C[C@@H]([C@H]([C@@H]([C@H](C1)O)O)O)O)COCC1=CC=C(C=C1)C